CC(C(=O)OCC1=CC=CC=C1)=C Benzyl 2-methylprop-2-enoate